FC=1C(=NC(=C(C1)OCCF)F)N [3,6-difluoro-5-(2-fluoroethoxy)-2-pyridinyl]amine